N1=CC(=CC=C1)CNC(CCC(=O)NC1CCC(CC1)NC1=CC(=NC2=CC=C(C=C12)Cl)C(F)(F)F)=O N'-[(pyridin-3-yl)methyl]-N-[(1s,4s)-4-{[6-chloro-2-(trifluoromethyl)quinolin-4-yl]amino}cyclohexyl]butanediamide